NC1=CC=C(OCCCCOC2=CC=C(C=C2)N)C=C1 1,4-bis(4-aminophenoxy)butane